C1(CC1)C1=C(C(=NO1)C1=C(C=CC=C1Cl)Cl)CO[C@@H]1[C@@H]2CN([C@H](C1)C2)C=2SC1=C(N2)C(=CC(=C1)C(=O)O)F |&1:18| 2-[(1S,4S,SR)-5-[[5-cyclopropyl-3-(2,6-dichlorophenyl)-1,2-oxazol-4-yl]methoxy]-2-azabicyclo[2.2.1]heptan-2-yl]-4-fluoro-1,3-benzothiazole-6-carboxylic acid